FC(C1=NN=C(O1)N1C(N(C2=C1C=C(C(=C2)F)S(=O)(=O)NC2(CC2)C)CC)=O)F 3-[5-(difluoromethyl)-1,3,4-oxadiazol-2-yl]-1-ethyl-6-fluoro-N-(1-methylcyclopropyl)-2-oxo-benzimidazole-5-sulfonamide